2-Methyl-5-(3-(trifluoromethyl)phenyl)-N-(3-(2-(hydroxyimino)propyl)-1,2,4-thiadiazol-5-yl)furan-3-carboxamide 3-methylpentane-1,5-diyldiacrylate CC(CCC=CC(=O)O)CCC=CC(=O)O.CC=1OC(=CC1C(=O)NC1=NC(=NS1)CC(C)=NO)C1=CC(=CC=C1)C(F)(F)F